5-chloro-2-propyl-7,8-dihydro-6H-spiro[[1,3]oxazolo[5,4-f]quinazoline-9,1'-cyclohexan]-7-one ClC=1C=C2C(=C3C1NC(NC31CCCCC1)=O)OC(=N2)CCC